ClC=1C=C(C=CC1)NC(=O)N1[C@H](CCC1)C(=O)NC1=CC=C(C=C1)C1=CC=C(C=C1)C(=O)O 4'-({1-[(3-chlorophenyl)carbamoyl]-D-prolyl}amino)[1,1'-biphenyl]-4-carboxylic acid